Cl.CC1NCCC(C1)C=1C=C2CN(C(C2=CC1)=O)C1C(NC(CC1)=O)=O 3-(5-(2-methylpiperidin-4-yl)-1-oxoisoindolin-2-yl)piperidine-2,6-dione hydrochloride